CC1N(CC(CC1)C)C(=O)[O-] 2,5-dimethylpiperidine-1-carboxylate